tert-butyl 1-((((benzyloxy)carbonyl)amino)methyl)-3,8-diazabicyclo[3.2.1]octane-8-carboxylate C(C1=CC=CC=C1)OC(=O)NCC12CNCC(CC1)N2C(=O)OC(C)(C)C